2,6-Dimethyl-thiomorpholine CC1CNCC(S1)C